4-oxo-4-(tetrahydro-2H-pyran-2-yloxy-amino)butan-2-ylcarbamic acid tert-butyl ester C(C)(C)(C)OC(NC(C)CC(NOC1OCCCC1)=O)=O